CC=C(C(=O)O)CCC methyl-2-propylprop-2-enoic acid